N-(3-(5-chloro-2-methoxyphenyl)-1-((2-hydroxy-4,4-dimethyloxazolidin-2-yl)methyl)-1H-pyrazol-4-yl)pyrazolo[1,5-a]pyrimidine-3-carboxamide ClC=1C=CC(=C(C1)C1=NN(C=C1NC(=O)C=1C=NN2C1N=CC=C2)CC2(OCC(N2)(C)C)O)OC